3-(tert-butyl)-7-chloroquinazoline-2,4(1H,3H)-dione C(C)(C)(C)N1C(NC2=CC(=CC=C2C1=O)Cl)=O